O(C1=CC=CC=C1)C=1C=C(C=CC1)/C=C/C(=O)N1COCC1 (E)-3-(3-(3-phenoxyphenyl)acryloyl)oxazolidine